N-[5-(5-Cyclopropyl-1H-pyrazol-3-yl)-4-fluoro-2-methylphenyl]pyrazolo[1,5-a]pyridine-3-carboxamide C1(CC1)C1=CC(=NN1)C=1C(=CC(=C(C1)NC(=O)C=1C=NN2C1C=CC=C2)C)F